NC1=NC=C(C2=C1C(=NN2C)C2=CC(=C(C=C2)NS(=O)(=O)C(F)F)O[C@@H](C)C2=CC=C(C=C2)F)C=2C=NN(C2)C2CCN(CC2)C (S)-N-(4-(4-amino-1-methyl-7-(1-(1-methylpiperidin-4-yl)-1H-pyrazol-4-yl)-1H-pyrazolo[4,3-c]pyridin-3-yl)-2-(1-(4-fluorophenyl)ethoxy)phenyl)-1,1-difluoromethanesulfonamide